methyl 5-methyl-6-vinylimidazo[1,2-a]pyridine-8-carboxylate CC1=C(C=C(C=2N1C=CN2)C(=O)OC)C=C